FC(C(C(C(F)(F)F)(F)F)(F)F)F nonafluorobutan